C(C)(C)(C)OC(=O)N1C2CC2/C(/C1=O)=C/CO[Si](C)(C)C(C)(C)C Tert-butyl-(4Z)-4-{2-[(tert-butyldimethylsilyl)oxy]ethylidene}-3-oxo-2-azabicyclo[3.1.0]hexane-2-carboxylate